methyl (1R)-4'-chloro-2',3'-difluoro-3-oxospiro[cyclohexane-1,1'-indene]-4-carboxylate ClC1=C2C(=C([C@@]3(C2=CC=C1)CC(C(CC3)C(=O)OC)=O)F)F